6-bromo-3-(3-methoxy-4-((4-methoxybenzyl)oxy)benzyl)-3H-imidazo[4,5-b]pyridin-2-amine BrC=1C=C2C(=NC1)N(C(=N2)N)CC2=CC(=C(C=C2)OCC2=CC=C(C=C2)OC)OC